COC1=CC=C(C=C1)C(C=CC1=C(C=C(C=C1)OC)OC)=O 4-methoxyphenyl-3-(2,4-dimethoxyphenyl)-1-oxo-2-propene